C1(CC1)N(C(CNC(=O)[C@H]1N(C[C@@H](C1)O)C([C@H](C(C)(C)C)N1N=NC(=C1)C1CC1)=O)C)C (2S,4r)-N-[2-[cyclopropyl-(methyl)amino]propyl]-1-[(2S)-2-(4-cyclopropyltriazol-1-yl)-3,3-dimethyl-butyryl]-4-hydroxy-pyrrolidine-2-carboxamide